C(C1=CC=CC=C1)OC1(CN(C1)C(=O)OC(C)(C)C)C(=O)O[C@H]1[C@H](N(C[C@@H]1OC(=O)OC(C)(C)C)C(=O)OC(C)(C)C)CC1=CC=C(C=C1)OC 3-((2R,3S,4S)-1-(tert-butoxycarbonyl)-4-((tert-butoxycarbonyl)oxy)-2-(4-methoxybenzyl)pyrrolidin-3-yl) 1-(tert-butyl) 3-(benzyloxy)azetidine-1,3-dicarboxylate